7-[(1-acetylpiperidin-4-yl)methoxy]-5-fluoro-2-[(piperidin-4-ylsulfanyl)methyl]-3H-quinazolin-4-one C(C)(=O)N1CCC(CC1)COC1=CC(=C2C(NC(=NC2=C1)CSC1CCNCC1)=O)F